N-(4-(2-(2-aminopyridin-3-yl)-3H-imidazo[4,5-b]pyridin-3-yl)benzyl)-6-formyl-5-hydroxypicolinamide NC1=NC=CC=C1C1=NC=2C(=NC=CC2)N1C1=CC=C(CNC(C2=NC(=C(C=C2)O)C=O)=O)C=C1